N-(5-Fluoropyridin-2-yl)-6-(1,3,5-trimethyl-1H-pyrazol-4-yl)imidazo[1,2-a]pyridine-8-carboxamide FC=1C=CC(=NC1)NC(=O)C=1C=2N(C=C(C1)C=1C(=NN(C1C)C)C)C=CN2